ClC=1C(=C(C=CC1)NC1=NC=NC2=CC(=C(C=C12)NC(C=C)=O)C#CC1(CN(CC1)C)C)F N-(4-((3-chloro-2-fluorophenyl)amino)-7-((1,3-dimethylpyrrolidin-3-yl)ethynyl)quinazolin-6-yl)acrylamide